8-[2,4-Diamino-3-[4-[3-(4-fluorophenyl)-3-oxoprop-1-enyl]phenoxy]phenoxy]-8-oxooctanoic acid NC1=C(OC(CCCCCCC(=O)O)=O)C=CC(=C1OC1=CC=C(C=C1)C=CC(=O)C1=CC=C(C=C1)F)N